dodecyldimethyl[3-(trimethoxysilyl)propyl]ammonium chloride [Cl-].C(CCCCCCCCCCC)[N+](CCC[Si](OC)(OC)OC)(C)C